FC1(C2=C(C(OC1)CNC)SC=C2)F 1-(4,4-difluoro-4,7-dihydro-5H-thieno[2,3-c]pyran-7-yl)-N-methylmethanamine